NC1=NC=CC(=C1C#CCC1CCN(CC1)C(=O)OC(C)(C)C)OC1=C(C=C(C=C1)NC(=O)C=1C(N(C(N(C1)C(C)C)=O)C1=CC=C(C=C1)F)=O)F tert-butyl 4-(3-(2-amino-4-(2-fluoro-4-(3-(4-fluorophenyl)-1-isopropyl-2,4-dioxo-1,2,3,4-tetrahydropyrimidine-5-carboxamido)phenoxy)pyridin-3-yl)prop-2-ynyl)piperidine-1-carboxylate